S(=O)(=O)(OCCCCCCCC\C=C/CCCCCC)[O-] palmitoleyl sulfate